NC1=C(C=C(C=C1)C1=NN(C=N1)C1=CC=C(C=C1)CC#N)F 2-(4-(3-(4-amino-3-fluorophenyl)-1H-1,2,4-triazol-1-yl)phenyl)acetonitrile